methyl-[2,2'-bipyridine]-4-carboxamide CC=1C(=NC=CC1C(=O)N)C1=NC=CC=C1